FC(OC=1C=NC=C(C1)B1OC(C(O1)(C)C)(C)C)F 3-(difluoro-methoxy)-5-(4,4,5,5-tetra-methyl-1,3,2-dioxaborolan-2-yl)pyridine